5-(2-(4-((2-(4-(azetidin-3-yl)piperazin-1-yl)pyrimidin-4-yl)methoxy)phenyl)propane-2-yl)-3-chloro-2-(2-chloroethoxy)benzonitrile N1CC(C1)N1CCN(CC1)C1=NC=CC(=N1)COC1=CC=C(C=C1)C(C)(C)C=1C=C(C(=C(C#N)C1)OCCCl)Cl